CC1CCC(CC1)[C@@H](C(NC1=NC=CC(=C1)C[C@H]1C(N[C@@H](C1)C(F)(F)F)=O)=O)NC(OC(C)(C)C)=O tert-butyl ((S)-1-((1r,4S)-4-methylcyclohexyl)-2-oxo-2-((4-(((3R,5S)-2-oxo-5-(trifluoromethyl)pyrrolidin-3-yl)methyl)pyridin-2-yl)amino)ethyl)carbamate